N-(2,2,6,6-tetramethylpiperidin-4-yl)-N'-aminooxalamide CC1(NC(CC(C1)NC(C(=O)NN)=O)(C)C)C